4-(4-fluorophenyl)piperidine FC1=CC=C(C=C1)C1CCNCC1